2-methyl-4-(4,4,5,5-tetramethyl-1,3,2-dioxaborolan-2-yl)-2H-indazole CN1N=C2C=CC=C(C2=C1)B1OC(C(O1)(C)C)(C)C